NC1=NC(=NC=C1C(=O)OCC)N1CCN(CCC1)C1=NC=CC=C1 ethyl 4-amino-2-(4-(pyridin-2-yl)-1,4-diazepan-1-yl)pyrimidine-5-carboxylate